3-fluoro-7-(trifluoromethoxy)-1,2,3,4,4a,9b-hexahydrobenzofuro[3,2-b]pyridine FC1CC2C(NC1)C1=C(O2)C=C(C=C1)OC(F)(F)F